2-[4-[(Z)-3-(4-Chlorophenyl)prop-2-enoyl]phenoxy]-N-[(1S,4S,5R,8S,9R,10R,12R,13R)-1,5,9-trimethyl-11,14,15,16-tetraoxatetracyclo[10.3.1.04,13.08,13]hexadecan-10-yl]acetamide ClC1=CC=C(C=C1)\C=C/C(=O)C1=CC=C(OCC(=O)N[C@H]2[C@@H]([C@@H]3CC[C@H]([C@@H]4CC[C@@]5(OO[C@]43[C@H](O2)O5)C)C)C)C=C1